Butyl-[(2S)-5-[tert-butyl(dimethyl)silyl]oxy-2-(3-chlorophenoxy)pentoxy]-dimethyl-silane C(CCC)[Si](C)(C)OC[C@H](CCCO[Si](C)(C)C(C)(C)C)OC1=CC(=CC=C1)Cl